CN(C(=O)C=1C=C(C=CC1)C(CC(=O)O)C=1SC=C(N1)CCCC1=NC=2NCCCC2C=C1)C 3-(3-(dimethylcarbamoyl)phenyl)-3-(4-(3-(5,6,7,8-tetrahydro-1,8-naphthyridin-2-yl)propyl)thiazol-2-yl)propanoic acid